N-(3-(2-(2-(2-((2-(2,6-dioxopiperidin-3-yl)-1,3-dioxoisoindolin-5-yl)oxy)ethoxy)ethoxy)ethoxy)propyl)-2-(4-((5-(trifluoromethyl)pyridin-3-yl)oxy)phenoxy)acetamide O=C1NC(CCC1N1C(C2=CC=C(C=C2C1=O)OCCOCCOCCOCCCNC(COC1=CC=C(C=C1)OC=1C=NC=C(C1)C(F)(F)F)=O)=O)=O